tert-butyl N-[(3S)-1-[7-[(8-fluoro-2-methyl-imidazo[1,2-a]pyridin-6-yl)carbamoyl]-5-(methoxymethoxy)-2-methyl-indazol-4-yl]pyrrolidin-3-yl]-N-methyl-carbamate FC=1C=2N(C=C(C1)NC(=O)C1=CC(=C(C3=CN(N=C13)C)N1C[C@H](CC1)N(C(OC(C)(C)C)=O)C)OCOC)C=C(N2)C